COC1=CC=C(CN(C)CC(CC(=O)[O-])CCCB2OC(C(O2)(C)C)(C)C)C=C1 3-(((4-methoxybenzyl)(methyl)amino)methyl)-6-(4,4,5,5-tetramethyl-1,3,2-dioxaborolan-2-yl)hexanoate